ClC1=CC2=C(C(NN=C2C)=O)C=N1 7-chloro-1-methyl-3H-pyrido[3,4-d]pyridazin-4-one